COC=1N=C2C(=NC1)C(OC(C2)(C)C)=O 2-methoxy-7,7-dimethyl-7,8-dihydro-5H-pyrano[3,4-b]pyrazin-5-one